(benzyloxy)-N-(3,5-di-tert-butylbenzyl)-2-naphthylamine C(C1=CC=CC=C1)ON(CC1=CC(=CC(=C1)C(C)(C)C)C(C)(C)C)C1=CC2=CC=CC=C2C=C1